ClCCCC1=C2C(N(C(C2=CC=C1)=O)N1C(NC(CC1)=O)=O)=O 4-(3-Chloropropyl)-2-(2,4-dioxotetrahydropyrimidin-1(2H)-yl)isoindoline-1,3-dione